ClC1=NC2=CC(=CC(=C2C(=C1)Cl)OC)F 2,4-dichloro-7-fluoro-5-methoxy-quinoline